C(C)[C@]1(C(OCC=2C(N3CC=4C(=NC=5C=C(C(=C6C5C4[C@H](CC6)C(C(=O)N)OCCO)C)F)C3=CC21)=O)=O)O ((1S,9S)-9-Ethyl-5-fluoro-9-hydroxy-4-methyl-10,13-dioxo-2,3,9,10,13,15-hexahydro-1H,12H-benzo[de]pyrano[3',4':6,7]indolizino[1,2-b]quinolin-1-yl)-2-(2-hydroxyethoxy)acetamide